C(C1=CC=CC=C1)N(CC1=CC=CC=C1)CC1=CC=C(C=C1)OC N,N-dibenzyl-1-(4-methoxyphenyl)methylamine